CC=1SC2=C(N1)C=CC(=C2)NC(C2=C(C(=CC=C2)C(F)(F)F)Cl)=O N-(2-methyl-benzothiazol-6-yl)-2-chloro-3-trifluoromethyl-benzamide